CC1=C(C(=CC(=C1)C=1N=NN(N1)C)C)C1=C2CC[C@@H](C2=C(C=C1)F)O (S)-4-[2,6-dimethyl-4-(2-methyl-2H-tetrazol-5-yl)-phenyl]-7-fluoro-indan-1-ol